O1C(=CC=C1)C=1C=CC(=C(C1)NC1=NC=NC2=CC(=C(C=C12)NC1CCN(CC1)C(C=C)=O)OCCCOC)OC 1-(4-((4-((5-(furan-2-yl)-2-methoxyphenyl)amino)-7-(3-methoxypropoxy)quinazolin-6-yl)amino)piperidin-1-yl)prop-2-en-1-one